C(C)N1C(N(C(C1=O)C(C)C)C=1N=C2N(CCOC3=C2C=CC(=C3)N3[C@@H](CCC3)C(=O)N)C1)=O (2S)-1-(2-(3-ethyl-5-isopropyl-2,4-dioxoimidazolidin-1-yl)-5,6-dihydrobenzo[f]imidazo[1,2-d][1,4]oxazepin-9-yl)pyrrolidine-2-carboxamide